3-bromo-5-methoxy-4-((3-bromophenyl)sulfonyl)benzaldehyde BrC=1C=C(C=O)C=C(C1S(=O)(=O)C1=CC(=CC=C1)Br)OC